[3-(trimethoxysilylpropyl)]octadecyldimethylammonium chloride [Cl-].CO[Si](OC)(OC)CCCC(CC[NH+](C)C)CCCCCCCCCCCCCCC